oleoyl-oxoadenine C(CCCCCCC\C=C/CCCCCCCC)(=O)C1=NC(=C2NC=NC2=N1)N=O